9-oxa-3-azabicyclo[4.2.1]nonane C12CNCCC(CC1)O2